((methoxycarbonyl)oxy)methyl (S)-2-(tert-butoxy)-2-(4-(4-chlorophenyl)-2,3,6-trimethyl-1-((1-methyl-1H-pyrazol-4-yl)methyl)-1H-pyrrolo[2,3-b]pyridin-5-yl)acetate C(C)(C)(C)O[C@H](C(=O)OCOC(=O)OC)C=1C(=C2C(=NC1C)N(C(=C2C)C)CC=2C=NN(C2)C)C2=CC=C(C=C2)Cl